NC1=CC(=C(C=C1)C1=CN=C(S1)N1CC2C(C2C1)NC(OC(C)(C)C)=O)S(NC(C)(C)C)(=O)=O tert-butyl (3-(5-(4-amino-2-(N-(tert-butyl) sulfamoyl)phenyl)thiazol-2-yl)-3-azabicyclo[3.1.0]hex-6-yl)carbamate